Cl.ClC=1C=C(C=CC1C)C=1CCCC2=C(C1C1=CC=C(C=C1)CC1CN(C1)CCCF)C=CC(=C2)C(=O)O 8-(3-chloro-4-methylphenyl)-9-(4-((1-(3-fluoropropyl)azetidin-3-yl)methyl)phenyl)-6,7-dihydro-5H-benzo[7]annulene-3-carboxylic acid hydrochloride